(4-(trifluoromethyl)cyclohexyl)methanamine FC(C1CCC(CC1)CN)(F)F